6-oxohexan-1-ol O=CCCCCCO